OCC1(CCN(CC1)CC#C)C#N 4-(hydroxymethyl)-1-(prop-2-ynyl)hexahydropyridine-4-carbonitrile